C(C)NC(=O)C1=C(OC2=C1C=CC=C2)C N-ethyl-2-methylbenzofuran-3-carboxamide